1-hydroxyethyl-3-imidazolium acetate C(C)(=O)[O-].OC(C)C=1NC=C[NH+]1